C(C)(C)N(C(CCCCCC(C)C)=O)C(C)C isononanoic acid diisopropylamide